N-[5-[6-(cyclopropylmethoxy)pyridin-3-yl]-4-fluoro-2-[rac-(3R)-3,4-dimethylpiperazin-1-yl]phenyl]-1-methyl-6-oxo-4-(trifluoromethyl)pyridine-3-carboxamide C1(CC1)COC1=CC=C(C=N1)C=1C(=CC(=C(C1)NC(=O)C1=CN(C(C=C1C(F)(F)F)=O)C)N1C[C@H](N(CC1)C)C)F |r|